trans-1-(5-(2-([2,2'-bipyrimidin]-5-yl)cyclopropyl)-2,3-difluorophenyl)-1H-pyrazol-4-ol N1=C(N=CC(=C1)[C@H]1[C@@H](C1)C=1C=C(C(=C(C1)N1N=CC(=C1)O)F)F)C1=NC=CC=N1